CCOCCOCCOCCOCCOCCOCCC(=O)N 3,6,9,12,15,18-hexaoxaheneicosane-21-amide